N(C(=N)N)NC(=N)N guanidino(guanidine)